CSC1=NC=C(C=N1)C=1N=NNC1 4-(2-(methylthio)pyrimidin-5-yl)-1H-1,2,3-triazole